Ethyl 2-(6'-bromo-7'-fluoro-1'-oxo-1'H-spiro[cyclopropane-1,4'-isoquinolin]-2'(3'H)-yl)acetate BrC=1C=C2C3(CN(C(C2=CC1F)=O)CC(=O)OCC)CC3